CC1(N=C(OC1)C=1C=C(C(=O)NC=2C=NC(=C(C2)N2C(N(C3=NC(=NC=C3C2)NC2=CC=CC=C2)C)=O)C)C=CC1)C 3-(4,4-dimethyl-4,5-dihydrooxazol-2-yl)-N-(6-methyl-5-(1-methyl-2-oxo-7-(phenylamino)-1,2-dihydropyrimido[4,5-d]pyrimidin-3(4H)-yl)pyridin-3-yl)benzamide